(E)-3-(5-((3,5-dibromo-2,4-dihydroxybenzylidene)amino)-1H-benzo[d]imidazol-2-yl)-1-methylpyridin-2(1H)-one BrC=1C(=C(\C=N\C2=CC3=C(NC(=N3)C=3C(N(C=CC3)C)=O)C=C2)C=C(C1O)Br)O